7-((3-cyclopropyl-1-methyl-1H-pyrazol-5-yl)sulfonyl)-7-azaspiro[3.5]nonan-2-one C1(CC1)C1=NN(C(=C1)S(=O)(=O)N1CCC2(CC(C2)=O)CC1)C